(2S,3S,4R,5R)-5-(6-(benzylamino)-2-m-tolyl-9H-purin-9-yl)-3,4-dihydroxy-N-methyltetrahydrofuran-2-Carboxamide C(C1=CC=CC=C1)NC1=C2N=CN(C2=NC(=N1)C=1C=C(C=CC1)C)[C@H]1[C@@H]([C@@H]([C@H](O1)C(=O)NC)O)O